C[C@](N)([C@@H](C)CC)C(=O)O α-methylisoleucine